FC=1C=2N(C=C(C1)S(=O)(=O)NC1(CC1)C)C(=NC2)C(=O)NN 8-fluoro-3-(hydrazinecarbonyl)-N-(1-methylcyclopropyl)imidazo[1,5-a]pyridine-6-sulfonamide